2,3-dibromo-propanal BrC(C=O)CBr